C(C1=CC=CC=C1)O[C@@H](C=O)[C@@H]([C@@H](COCC1=CC=CC=C1)OCC1=CC=CC=C1)OCC1=CC=CC=C1 (2R,3R,4R)-2,3,4,5-Tetrakis(benzyloxy)pentanal